2-[(4-amino-1H-pyrazolo[3,4-d]pyrimidin-1-yl)methyl]-5-methyl-3-(2-methylphenyl)-4(3H)-quinazolinone NC1=C2C(=NC=N1)N(N=C2)CC2=NC1=CC=CC(=C1C(N2C2=C(C=CC=C2)C)=O)C